ClC=1C(=CC=C2N=CC(=NC12)C=1C=NN(C1)CC1CC(C1)(F)F)OC=1C=CC2=C(N(C(=N2)C)COCC[Si](C)(C)C)C1 8-Chloro-2-(1-((3,3-difluorocyclobutyl)methyl)-1H-pyrazol-4-yl)-7-((2-methyl-1-((2-(trimethylsilyl)ethoxy)methyl)-1H-benzo[d]imidazol-6-yl)oxy)quinoxaline